2-(3-(3-bromophenyl)oxetan-3-yl)acethydrazide BrC=1C=C(C=CC1)C1(COC1)CC(=O)NN